C(CCCCCCC(=O)[O-])(=O)[O-].[Cu+2] copper octanedioate